bis[2-tert-butyl-4-methyl-6-(2-hydroxy-3-tert-butyl-5-methylbenzyl) phenyl] terephthalate C(C1=CC=C(C(=O)OC2=C(C=C(C=C2CC2=C(C(=CC(=C2)C)C(C)(C)C)O)C)C(C)(C)C)C=C1)(=O)OC1=C(C=C(C=C1CC1=C(C(=CC(=C1)C)C(C)(C)C)O)C)C(C)(C)C